N-(4-(2-(((1r,4r)-4-aminocyclohexyl)amino)quinazolin-6-yl)-3,5-difluorophenyl)-2-chlorobenzene-sulfonamide NC1CCC(CC1)NC1=NC2=CC=C(C=C2C=N1)C1=C(C=C(C=C1F)NS(=O)(=O)C1=C(C=CC=C1)Cl)F